NC1=NC(=CC=C1C1N(C(C2=CC=CC=C12)=O)C)N (2,6-diamino-3-pyridinyl)-2-methyl-isoindolin-1-one